C(=C)C1CCC(CC1)O 4-vinylcyclohexanol